FC(N1N=CC(=C1)C=1C=CC=2N(C1)C(=CN2)C2=NC(=NC=C2)NC=2C=CC(=NC2)NCCC)F N5-(4-(6-(1-(Difluoromethyl)-1H-pyrazol-4-yl)imidazo[1,2-a]pyridin-3-yl)pyrimidin-2-yl)-N2-propylpyridine-2,5-diamine